COCCO[C@H]1CC[C@H](CC1)NC1=NN2C(C=N1)=C(C=C2)C=2C=C1N=CC=NC1=CC2 N-(cis-4-(2-methoxyethoxy)cyclohexyl)-5-(quinoxalin-6-yl)pyrrolo[2,1-f][1,2,4]triazin-2-amine